ClC1=C2C(=C(N=N1)C=1SC=CC1)N=CC=N2 5-chloro-8-(2-thienyl)pyrazino[2,3-D]pyridazine